4-((3-(4-methoxyphenyl)imidazo[1,2-a]pyrazin-8-yl)amino)-2-methyl-N-(2-(2-(methylamino)ethoxy)ethyl)benzamide COC1=CC=C(C=C1)C1=CN=C2N1C=CN=C2NC2=CC(=C(C(=O)NCCOCCNC)C=C2)C